O=C(C(=O)O)CC(=O)O.C(CCC)[Sn](OC)(OC)CCCC dibutyl-(dimethoxy)stannane ketosuccinate